C1(=CC=CC=C1)C(CCNC(=O)C1=CC(=NC=C1)C1=CC=2N(C=C1)N=C(N2)NC(OC(C)(C)C)=O)C tert-Butyl (7-(4-((3-phenylbutyl)carbamoyl)pyridin-2-yl)-[1,2,4]triazolo[1,5-a]pyridin-2-yl)carbamate